C(C)(C)(C)OC(=O)N1C(C2=C(C3=C(N=CN=C3N)N2CC1C)Br)C 4-amino-5-bromo-6,8-dimethyl-8,9-dihydropyrazino[1',2':1,5]pyrrolo[2,3-d]pyrimidine-7(6H)-carboxylic acid tert-butyl ester